tert-butyl (8aS)-5-bromo-6-chloro-8a,9,11,12-tetrahydropyrazino[2',1':3,4][1,4]oxazepino[5,6,7-de]-quinazoline-10(8H)-carboxylate BrC=1C(=C2C3=C(N=CN=C3C1)N1[C@H](CO2)CN(CC1)C(=O)OC(C)(C)C)Cl